2-amino-3-hydroxy-N'-(2,3,4-trihydroxybenzyl)propionylhydrazine hydrochloride Cl.NN(N)C(CC(O)CC1=C(C(=C(C=C1)O)O)O)=O